OC1(CCC(CC1)C(O)(C)C)C 4-Hydroxy-α,α,4-trimethylcyclohexanmethanol